6-bromo-5-methoxy-2-methyl-1,3-benzoxazole BrC1=CC2=C(N=C(O2)C)C=C1OC